molybdenum behenyl dithiophosphate P(=S)(SCCCCCCCCCCCCCCCCCCCCCC)([O-])[O-].[Mo+4].C(CCCCCCCCCCCCCCCCCCCCC)SP(=S)([O-])[O-]